C1(=COOC=C1)[C@H]1NC(OC1)=O (R)-4-3,4-dioxaphenyl-2-oxazolidinone